C(#N)C1=CC(=C(COC2=C(C=CC(=N2)C2=CC(=C(CC3=NC4=C(N3[C@@H]3COCC3(C)C)C=C(C=C4)C(=O)OC)C=C2)F)F)C=C1)F Methyl (S)-2-(4-(6-((4-cyano-2-fluorobenzyl)oxy)-5-fluoropyridin-2-yl)-2-fluorobenzyl)-1-(4,4-dimethyltetrahydrofuran-3-yl)-1H-benzo[d]imidazole-6-carboxylate